ClC1=C(C=CC=C1Cl)C=1C=2N(C(=NC1C)N1CCC3(CCC[C@H]3N[S@](=O)C(C)(C)C)CC1)C=CN2 (R)-N-((R)-8-(8-(2,3-Dichlorophenyl)-7-methylimidazo[1,2-c]pyrimidin-5-yl)-8-azaspiro[4.5]decan-1-yl)-2-methylpropane-2-sulfinamide